1-(3-bromo-2-hydroxymethylphenyl)-3-(2,6-difluoropyridin-4-yl)urea BrC=1C(=C(C=CC1)NC(=O)NC1=CC(=NC(=C1)F)F)CO